Cl.Cl.NC1CNCCC1 3-aminopiperidine-dihydrochloride